[Na+].C1(=CC=CC=C1)CCCCC(=O)[O-] 5-phenylpentanoate sodium salt